tert-butyl ((S)-3-methyl-1-(((S)-1-((4-((((4-nitrophenoxy)carbonyl)oxy)methyl)phenyl)amino)-1-oxo-5-ureido pentan-2-yl)amino)-1-oxobutan-2-yl)carbamate CC([C@@H](C(=O)N[C@H](C(=O)NC1=CC=C(C=C1)COC(=O)OC1=CC=C(C=C1)[N+](=O)[O-])CCCNC(=O)N)NC(OC(C)(C)C)=O)C